Cl.ClC1NCC=2C=NC=CC21 chloro-2,3-dihydro-1H-pyrrolo[3,4-c]pyridine hydrochloride